(2S,3S,4R,5R)-5-(6-(benzylamino)-2-(2-chlorophenyl)-9H-purin-9-yl)-3,4-dihydroxyl-N-methyltetrahydrofuran-2-carboxamide C(C1=CC=CC=C1)NC1=C2N=CN(C2=NC(=N1)C1=C(C=CC=C1)Cl)[C@H]1[C@@H]([C@@H]([C@H](O1)C(=O)NC)O)O